3-amino-6-[8-(prop-2-enamido)naphthalen-2-yl]-N-[(1s,4s)-4-(dimethylamino)cyclohexyl]pyridine-2-carboxamide NC=1C(=NC(=CC1)C1=CC2=C(C=CC=C2C=C1)NC(C=C)=O)C(=O)NC1CCC(CC1)N(C)C